ClC=1C=C(C=CC1F)N(C(=O)[C@H]1N(CCC1)C1=NC(=CC(=C1)C(F)(F)F)C)CCCN1C[C@H](CC1)N(C)C (S)-N-(3-chloro-4-fluorophenyl)-N-(3-((S)-3-(dimethylamino)pyrrolidin-1-yl)propyl)-1-(6-methyl-4-(trifluoromethyl)pyridin-2-yl)pyrrolidine-2-carboxamide